methyl 4-[3-chloro-4-(cyclopropylaminocarbonyl) aminophenoxy]-7-methoxyquinoline-6-carboxylate ClC=1C=C(OC2=CC=NC3=CC(=C(C=C23)C(=O)OC)OC)C=CC1NC(=O)NC1CC1